5-chloro-N,2-dimethyl-4-nitro-N-(m-tolyl)aniline ClC=1C(=CC(=C(N(C=2C=C(C=CC2)C)C)C1)C)[N+](=O)[O-]